CN(C1=CC=C(C=C2C(N(C(N2C)=[Se])C2=CC=C(C=C2)CC)=O)C=C1)C 5-(4-(dimethylamino)benzylidene)-3-(4-ethylphenyl)-1-methyl-2-selenoxoimidazolidin-4-one